(2R)-1-acetyl-4-(6-(3-(cyclopropylmethoxy)-4-(difluoromethoxy)phenyl)pyrazin-2-yl)pyrrolidine-2-carboxamide C(C)(=O)N1[C@H](CC(C1)C1=NC(=CN=C1)C1=CC(=C(C=C1)OC(F)F)OCC1CC1)C(=O)N